4-Chloro-5-[4-[1-(2-ethylpyridin-3-yl)ethyl]piperazin-1-yl]-2-(oxazolidin-2-yl)-2,3-dihydropyridazin-3-one ClC=1C(N(N=CC1N1CCN(CC1)C(C)C=1C(=NC=CC1)CC)C1OCCN1)=O